5-amino-2-ethyl-4-(trifluoromethyl)benzoic acid methyl ester COC(C1=C(C=C(C(=C1)N)C(F)(F)F)CC)=O